Cacodylat [As]([O-])(=O)(C)C